5-(2-(((1R,2S)-2-hydroxy-2,3-dihydro-1H-inden-1-yl)amino)-2-oxoacetyl)-1,2,4-trimethyl-1H-pyrrole-3-carboxamide O[C@@H]1[C@@H](C2=CC=CC=C2C1)NC(C(=O)C1=C(C(=C(N1C)C)C(=O)N)C)=O